C(C1=CC=CC=C1)(=O)NC(CC(=O)O)CCC beta-benzoylaminocaproic acid